P(=O)(O)(O)OC[C@@H]1[C@H](C[C@@H](O1)N1C(=O)NC(=O)C(=C1)F)O 5-fluorodeoxyuridine monophosphate